7-bromo-4-fluoro-1-benzothiophene BrC1=CC=C(C=2C=CSC21)F